C(C)(C)(C)NC(CN(C=1C2=C(N=C(N1)C1=NC=CC(=C1)OCCOC=1N=NC=CC1)CCC2)C)=O N-tert-butyl-2-[methyl(2-{4-[2-(pyridazin-3-yloxy)ethoxy]pyridin-2-yl}-5H,6H,7H-cyclopenta[d]pyrimidin-4-yl)amino]acetamide